FC(C1=NN=C(O1)C1=CC=C2CN(C(C2=C1)=O)[C@H]([C@@H](O)C1=CC=C(C=C1)F)C1=C(C=C(C=C1)F)F)F |r| 6-[5-(difluoromethyl)-1,3,4-oxadiazol-2-yl]-2-[(1SR,2SR)-1-(2,4-difluorophenyl)-2-(4-fluorophenyl)-2-hydroxyethyl]-2,3-dihydro-1H-isoindol-1-one